NC=1C(N(C=CC1)C1=NC=CC(=C1)C1C(C1)=C(F)F)=O 3-Amino-4'-(2-(difluoromethylene)cyclopropyl)-2H-[1,2'-bipyridin]-2-one